2-hexyl-2-methyldecyl [1,1'-biphenyl]-4-carboxylate C1(=CC=C(C=C1)C(=O)OCC(CCCCCCCC)(C)CCCCCC)C1=CC=CC=C1